C(C=C)(=O)N1CCN(CC1)CC1=CC=C(C=N1)[C@H](C)NC=1N=CC2=C(N1)N(C(C=C2)=O)C(C)C 2-{[(1S)-1-{6-[(4-Acryloylpiperazin-1-yl)methyl]pyridin-3-yl}ethyl]amino}-8-(propan-2-yl)pyrido[2,3-d]pyrimidin-7(8H)-on